CC1=NN(C2=CC=CC=C12)CCN1CCOCC1 3-methyl-1-(2-morpholinoethyl)-1H-indazole